tert-butyl 4-[1-[4-[4-[(2,6-dioxo-3-piperidyl)amino]-2-fluoro-phenyl]-1-piperidyl]-1-methyl-ethyl]piperidine-1-carboxylate O=C1NC(CCC1NC1=CC(=C(C=C1)C1CCN(CC1)C(C)(C)C1CCN(CC1)C(=O)OC(C)(C)C)F)=O